(2S)-5,5-dimethyl-2-{[(1,2,3,4-tetrahydroquinolin-6-yl)methyl]amino}hexanoic acid CC(CC[C@@H](C(=O)O)NCC=1C=C2CCCNC2=CC1)(C)C